pyridin-2-(methyl)-3,7-diazabicyclo[3.3.1]nonane-1,5-dicarboxylate salt CC1C2(CNCC(CN1)(C2)C(=O)O)C(=O)O.N2=CC=CC=C2